4-bromo-3-(pyridin-3-ylmethoxy)thiophene-2-carboxylic acid BrC=1C(=C(SC1)C(=O)O)OCC=1C=NC=CC1